BrC=1C=NN2C1N=C(C=C2)NCCN2CCOCC2 3-bromo-N-(2-morpholinoethyl)pyrazolo[1,5-a]pyrimidin-5-amine